C(C1=CC=CC=C1)OC(=O)N1CCC(=CC1)C=1SC(=CN1)N 4-(5-aminothiazol-2-yl)-3,6-dihydropyridine-1(2H)-carboxylic acid benzyl ester